3-(((1r,3r,5r,7s)-adamantan-2-ylidene)-methyl)-5-bromobenzo[d]isoxazole C12C(C3CC(CC(C1)C3)C2)=CC2=NOC3=C2C=C(C=C3)Br